methyl 4-methoxy-3-(N-(5-(methylsulfonyl)-2-(5-methylthiophen-2-yl)phenyl)sulfamoyl)benzoate COC1=C(C=C(C(=O)OC)C=C1)S(NC1=C(C=CC(=C1)S(=O)(=O)C)C=1SC(=CC1)C)(=O)=O